5-Bromo-1-(3,4-difluoro-5-(methoxymethoxy)phenyl)-6-methyl-1H-indazole BrC=1C=C2C=NN(C2=CC1C)C1=CC(=C(C(=C1)OCOC)F)F